C(C)(C)OCO[Si](OC)(OC)C1=CC=CC=C1 isopropoxyphenyl-trimethoxysilane